N1=C(N=CC=C1)C=CC=O 3-(pyrimidin-2-yl)prop-2-en-1-one